NC1=CC(N(C2=CC(=CC=C12)C(F)(F)F)C1=NC(=CC=C1)C(C)(C)O)=O 4-amino-1-(6-(2-hydroxypropan-2-yl)pyridin-2-yl)-2-oxo-7-(trifluoromethyl)-1,2-dihydroquinoline